C(C)(C)(C)OC(=O)NCC1=CC(=C(C=C1)C1=CC=C(C=C1)Cl)[C@@H](C1CCN(CC1)C1=CC=C(C(=O)OC)C=C1)O methyl (R)-4-(4-((4-(((tert-butoxycarbonyl)amino)methyl)-4'-chloro-[1,1'-biphenyl]-2-yl)(hydroxy)methyl)piperidin-1-yl)benzoate